C(=O)(O)CCN1CCNCCNCCNCC1 2-carboxyethyl-1,4,7,10-Tetraazacyclododecane